2,5-Dimethoxybenzamid COC1=C(C(=O)N)C=C(C=C1)OC